ClC1=C(C[P+](C2=CC=CC=C2)(C2=CC=CC=C2)C2=CC=CC=C2)C=CC=C1 (2-chlorobenzyl)triphenylphosphonium